5-cyclopropyl-3-isopropylpyrazolo[1,5-a]pyrimidine C1(CC1)C1=NC=2N(C=C1)N=CC2C(C)C